C(C)N(C(=O)[C@H]1CN([C@@H](C(=C1)C=1C=CC(=C2C=CNC12)OC)CO)C)CC (3R,6S)-N,N-diethyl-6-(hydroxymethyl)-5-(4-methoxy-1H-indol-7-yl)-1-methyl-1,2,3,6-tetrahydropyridine-3-carboxamide